CC1([C@H]2CNC([C@H]12)S(=O)(=O)[O-])C (1s,5s)-6,6-dimethyl-3-azabicyclo[3.1.0]hexane-2-sulfonate